N-{3-[(2,4-Dimethoxybenzyl)sulfamoyl]-4-(5-methyl-1,3,4-oxadiazol-2-yl)phenyl}-2-(4-methylphenyl)acetamide COC1=C(CNS(=O)(=O)C=2C=C(C=CC2C=2OC(=NN2)C)NC(CC2=CC=C(C=C2)C)=O)C=CC(=C1)OC